FC(C(=O)O)(F)F.C(C)(C)(C)C1=NC(=NO1)C(=O)NCC1=C(C=C(C=C1)C1=NC=NN2C1=CC(=C2)N2CCOCC2)C 5-(tert-butyl)-N-(2-methyl-4-(6-morpholinopyrrolo[2,1-f][1,2,4]triazin-4-yl)benzyl)-1,2,4-oxadiazole-3-carboxamide trifluoroacetate